ClC1=NC=C(C(=N1)N1C=C(C2=CC(=CC=C12)OC)C(=O)N)F 1-(2-chloro-5-fluoro-pyrimidin-4-yl)-5-methoxy-1H-indole-3-carboxylic acid amide